C1(CCCC1)N1CCN(CC1)C1CCN(CC1)C1=C(C=C(C(=C1)OC)NC1=NC=NC(=C1)N1OCC[C@@H]1C1=C(C=C(C=C1)F)F)NC(C=C)=O N-(2-(4-(4-cyclopentyl-piperazine-1-yl)piperidine-1-yl)-5-((6-((R)-3-(2,4-difluorophenyl)-isoxazolidine-2-yl)pyrimidine-4-yl)amino)-4-methoxy-phenyl)acrylamide